4-(4-hydroxyphenyl)butan-2-yl (2,5-dimethylphenyl)carbamate CC1=C(C=C(C=C1)C)NC(OC(C)CCC1=CC=C(C=C1)O)=O